(2S,3S,4R)-1-O-(α-D-galactosyl)-2-(N-heneicosanoylamino)-1,3,4-nonanetriol [C@H]1([C@H](O)[C@@H](O)[C@@H](O)[C@H](O1)CO)OC[C@@H]([C@@H]([C@@H](CCCCC)O)O)NC(CCCCCCCCCCCCCCCCCCCC)=O